α,α-dimethylcyclohexanepropanol CC(CCC1CCCCC1)(O)C